BrC=1C=CC(=NC1)N1C2=CC=C(C=C2C=2C=C(C=CC12)N1C2=CC=CC=C2C=2C=CC=CC12)N1C2=CC=CC=C2C=2C=CC=CC12 9'-(5-Bromopyridin-2-yl)-9'H-9,3':6',9''-tercarbazole